2-morpholinomethylthio-thioxanthone O1CCN(CC1)CSC1=CC=2C(C3=CC=CC=C3SC2C=C1)=O